ClC1=C(C=CC(=C1)Cl)C[C@@H](C[C@@H]([C@H](C(C)(C)C)O)N1N=CNC1=S)C 2-[(2S,4S,5S)-1-(2,4-Dichlorophenyl)-5-hydroxy-2,6,6-trimethylheptan-4-yl]-2,4-dihydro-3H-1,2,4-triazole-3-thione